O[C@@H]1[C@H](C2=CC=CC=C2C1)NC(=O)C=1C2=C(N(N1)C1=C(C=C(C=C1)F)F)CC1C2C1 1-(2,4-Difluoro-phenyl)-3b,4,4a,5-tetrahydro-1H-cyclopropa[3,4]cyclopenta[1,2-c]pyrazole-3-carboxylic acid ((1S,2S)-2-hydroxy-indan-1-yl)-amide